C1(CC1)C1=NC=CC(=C1)C1=NOC(=N1)[C@@H](C(=O)NC1=CC=CC=C1)C (S)-2-(3-(2-cyclopropylpyridin-4-yl)-1,2,4-oxadiazol-5-yl)-N-phenylpropanamide